ClC=1C=C(C2=C(C=CO2)C1)C1=CC=C2C(=CN=NC2=C1)NCC1=C(C=C(C=C1)OC)OC 7-(5-CHLORO-1-BENZOFURAN-7-YL)-N-[(2,4-DIMETHOXYPHENYL)METHYL]CINNOLIN-4-AMINE